2-[1-[5-[2-[1-(6,7-dihydro-5H-pyrrolo[1,2-c]imidazol-1-yl)-2-oxo-2-(thiazol-2-ylamino)ethyl]-4-fluoro-indazol-6-yl]-2-pyridinyl]-4-hydroxy-4-piperidinyl]acetic acid tert-butyl ester C(C)(C)(C)OC(CC1(CCN(CC1)C1=NC=C(C=C1)C=1C=C(C2=CN(N=C2C1)C(C(NC=1SC=CN1)=O)C1=C2N(C=N1)CCC2)F)O)=O